CC=1C=C(C=C(C1[N+](=O)[O-])NC)C=1CCN(CC1)C(=O)OC(C)(C)C tert-butyl 4-(3-methyl-5-(methylamino)-4-nitrophenyl)-3,6-dihydropyridine-1(2H)-carboxylate